cyclopropyl-benzoindolone methyl-4-((3,3,3-trifluoropropyl)amino)pyrrolo[1,2-a]quinoxaline-7-carboxylate COC(=O)C=1C=C2N=C(C=3N(C2=CC1)C=CC3)NCCC(F)(F)F.C3(CC3)C=3C(N=C1C2=C(C=CC31)C=CC=C2)=O